4-phenoxypicolinamide O(C1=CC=CC=C1)C1=CC(=NC=C1)C(=O)N